C1=CC=CC=2C3=CC=CC=C3C3=CC=CC=C3C3=CC=CC=C3C3=CC=CC=C3C3=CC=C4C(=C3C12)C=CC=C4 benzohexaphenylene